F[C@H]1C[C@@H](N(C1)[C@H]1CN(CC1)C)C(=O)NC=1C=CC=C2C(=CNC12)C1=NC(=NC=C1F)NC=1C(=NN(C1)C)OC (2R,3'R,4S)-4-fluoro-N-(3-(5-fluoro-2-((3-meth-oxy-1-methyl-1H-pyrazol-4-yl)amino)pyrimidin-4-yl)-1H-indol-7-yl)-1'-methyl-[1,3'-bipyrrolidine]-2-carboxamide